2-(1-(ethyl-Sulfonyl)-3-(4-(2-(5-(hydroxymethyl)furan-2-yl)imidazo[4,5-d]pyrrolo[2,3-b]pyridine-1(6H)-yl)-1H-pyrazol-1-yl)azetidin-3-yl)acetonitrile C(C)S(=O)(=O)N1CC(C1)(N1N=CC(=C1)N1C(=NC=2C1=C1C(=NC2)NC=C1)C=1OC(=CC1)CO)CC#N